3-[5-(4-amino-1-piperidyl)-1-oxo-isoindolin-2-yl]piperidine-2,6-dione hydrochloride Cl.NC1CCN(CC1)C=1C=C2CN(C(C2=CC1)=O)C1C(NC(CC1)=O)=O